2-(((1-(methyl)piperidin-3-yl)amino)pyrimidin-4-yl)-3,4-Dihydroxyquinolin CN1CC(CCC1)NC1=NC=CC(=N1)C1=NC2=CC=CC=C2C(=C1O)O